2-(4-((2-(5'-fluoro-1'-methyl-3-(1-methylpiperidin-4-yl)-1H,1'H-[4,6'-biindazol]-1-yl)acetamido)methyl)-1H-1,2,3-triazol-1-yl)acetic acid FC=1C=C2C=NN(C2=CC1C=1C=2C(=NN(C2C=CC1)CC(=O)NCC=1N=NN(C1)CC(=O)O)C1CCN(CC1)C)C